FC=1C=C(NC2C(NC(CC2)=O)=O)C=CC1C1CCN(CC1)C1CCNCC1 3-[3-fluoro-4-[1-(4-piperidyl)-4-piperidyl]anilino]piperidine-2,6-dione